C(C)C(C(=O)O)C(CCCCCC)C 2-ethyl-3-Methylnonanoic acid